FC1=CC=C(C=C1)[C@H]1[C@@H](CNCC1)COC1=CC(=C(C=C1)OC)O (-)-trans-4-(4-fluorophenyl)-3-(3-hydroxy-4-methoxyphenoxymethyl)hexahydropyridine